CN1C=2N(C3=C(C=C(C=C3C1=O)C)C(C)NC1=C(C(=O)O)C=CC=C1)N=CC2C=C 2-((1-(4,7-dimethyl-5-oxo-3-vinyl-4,5-dihydropyrazolo[1,5-a]quinazolin-9-yl)ethyl)amino)benzoic acid